C1(=CC=C(C=C1)C1=NC(=NC(=N1)C1=CC=C(C=C1)C1=CC=CC=C1)C1=C(C=C(C=C1)OCCCCCC)O)C1=CC=CC=C1 2-(4,6-bis([1,1'-biphenyl]-4-yl)-1,3,5-triazin-2-yl)-5-hexyloxy-phenol